(tertiary butyl)dimethyl-silane C(C)(C)(C)[SiH](C)C